4-chloro-7-(3-fluorobenzyl)-7H-pyrrolo[2,3-d]pyrimidine ClC=1C2=C(N=CN1)N(C=C2)CC2=CC(=CC=C2)F